ClC1=CC=C(C=C1)C1=N[C@H](C=2N(C3=C1C(=C(S3)C)C(=O)O)C(=NN2)C)CC(=O)OC (S)-4-(4-chlorophenyl)-6-(2-methoxy-2-oxoethyl)-2,9-dimethyl-6H-thieno[3,2-f][1,2,4]triazolo[4,3-a][1,4]diazepine-3-carboxylic acid